C(N)(=O)C1=CC=C(C=C1)S(=O)(=O)NC1=C(C(=O)NC23CC(C2)(C3)C3=CC=CC=C3)C=CC(=C1)C(F)(F)F 2-((4-carbamoylphenyl)sulfonamido)-N-(3-phenylbicyclo[1.1.1]pentan-1-yl)-4-(trifluoromethyl)benzamide